BrC=1C=C(C=2N(C1)N=CC2NC(=O)C2=CN=CN2C)OC N-(6-Bromo-4-methoxypyrazolo[1,5-a]pyridin-3-yl)-1-methyl-1H-imidazole-5-carboxamide